Isoquinolin-1(2H)-one C1(NC=CC2=CC=CC=C12)=O